C(C)(C)(C)OC(=O)N1CC2=CC(=NC=C2CC1)CO 7-(hydroxymethyl)-3,4-dihydro-1H-2,6-naphthyridine-2-carboxylic acid tert-butyl ester